(R)-1-chloro-3-(2-chloro-4-((3-chloro-4-((S)-2-hydroxy-3-methoxypropoxy)phenyl)sulfonyl)phenoxy)propan-2-ol ClC[C@@H](COC1=C(C=C(C=C1)S(=O)(=O)C1=CC(=C(C=C1)OC[C@H](COC)O)Cl)Cl)O